CC1(CCC=2C(=NNC2C1)C=1NC2=CC(=CC=C2C1)C(=O)N1CCN(CC1)CC1CCN(CC1)C1=CC=C(C=C1)C1C(NC(CC1)=O)=O)C 3-(4-(4-((4-(2-(6,6-dimethyl-4,5,6,7-tetrahydro-1H-indazol-3-yl)-1H-indole-6-carbonyl)piperazin-1-yl)methyl)piperidin-1-yl)phenyl)piperidine-2,6-dione